COC(=O)[C@@H]1C[C@H](CCC1)OC1=CC=C(C=C1)C=1N=NN(C1C1=CN=C(O1)C)C |r| (+/-)-(1S,3S)-3-(4-(1-methyl-5-(2-methyl-oxazol-5-yl)-1H-1,2,3-triazol-4-yl)phenoxy)cyclohexane-1-carboxylic acid methyl ester